C(C)C=1C=C(C=C(C1)C(F)(F)F)C1CCC2(CN(C2)C(=O)C2CC(C2)(C)O)CC1 (7-(3-ethyl-5-(trifluoromethyl)phenyl)-2-azaspiro[3.5]non-2-yl)((1s,3s)-3-hydroxy-3-methylcyclobutyl)methanone